2-hydroxy-4-(2-(2-(3-hydroxy-3-(2'-methyl-4'-sulfamoyl-[1,1'-biphenyl]-3-yl)propyl)-5-oxopyrazolidin-1-yl)ethyl)benzoic acid OC1=C(C(=O)O)C=CC(=C1)CCN1N(CCC1=O)CCC(C=1C=C(C=CC1)C1=C(C=C(C=C1)S(N)(=O)=O)C)O